C1(CC1)S(=O)(=O)NC=1SC=C(N1)C(C(=O)NC1=C(C=C(C=C1)C1=NC(=CN=C1)C(F)(F)F)C)(C)C 2-(2-(cyclopropanesulfonylamino)thiazol-4-yl)-2-methyl-N-(2-methyl-4-(6-(trifluoromethyl)pyrazin-2-yl)phenyl)propanamide